4-(2,6-diethyl-4-methyl-phenyl)-pyrazolidine-3,5-dione C(C)C1=C(C(=CC(=C1)C)CC)C1C(NNC1=O)=O